N(=[N+]=[N-])C(CO[Si](C1=CC=CC=C1)(C1=CC=CC=C1)C(C)(C)C)C=1C(=NC=CC1)Cl (1-azido-2-((tert-butyldiphenylsilyl)oxy)ethyl)-2-chloropyridine